O1C(CNCC2=C1C=C(C=C2)C(=O)N)C(=O)N 2,3,4,5-tetrahydrobenzo[f][1,4]oxazepine-2,8-dicarboxamide